C(C=C)(=O)N1CC(N(CC1)C=1C2=C(N(C(N1)=O)C=1C(=NC=CC1C)C(C)C)N=C(C(=C2)C2CC2)C2=C(C(=CC=C2)OC)OC)C 4-(4-acryloyl-2-methylpiperazin-1-yl)-6-cyclopropyl-7-(2,3-dimethoxyphenyl)-1-(2-isopropyl-4-methylpyridin-3-yl)pyrido[2,3-d]pyrimidin-2(1H)-one